OC1CC(C1)OC1CCN(CC1)C(=O)OCCCC Butyl 4-((1r,3r)-3-hydroxy cyclobutoxy)piperidine-1-carboxylate